6-(6-azaspiro[2.5]octane-6-yl)-3,4-dihydro-isoquinoline C1CC12CCN(CC2)C=2C=C1CCN=CC1=CC2